2-(4-(tert-butyl)-3-fluoro-2-hydroxyphenyl)-6-methylpyrimidine-5-carboxylic acid C(C)(C)(C)C1=C(C(=C(C=C1)C1=NC(=C(C=N1)C(=O)O)C)O)F